7-fluoro-N-pyridylindoline FC=1C=CC=C2CCN(C12)C1=NC=CC=C1